[Eu].C(CC)C1=CC=CC1 (propylcyclopentadiene) europium